7-fluoro-4-[(1-methylpiperidin-4-yl)amino]-1-(2,2,2-trifluoroethyl)-1H-indol FC=1C=CC(=C2C=CN(C12)CC(F)(F)F)NC1CCN(CC1)C